BrC1=CC=C(C(=O)OCC)C=C1 ethyl 4-bromobenzoate